[SiH3][O-].[NH4+] ammonium silanolate